Ethyl (S)-3-amino-3-(3-bromo-5-cyclopropyl-2,6-difluorophenyl)propanoate N[C@@H](CC(=O)OCC)C1=C(C(=CC(=C1F)C1CC1)Br)F